Ethyl 6-chloro-2-(3-fluoropyridin-4-yl)imidazo[1,2-b]pyridazine-3-carboxylate ClC=1C=CC=2N(N1)C(=C(N2)C2=C(C=NC=C2)F)C(=O)OCC